4-Methoxy-N1-(2-methoxyethyl)-N1-methyl-benzene-1,2-diamine COC=1C=C(C(=CC1)N(C)CCOC)N